O=C1N(CC2=CC(=CC=C12)SC1CCNCC1)C1C(NC(CC1)=O)=O 3-(1-oxo-5-(piperidin-4-ylsulfanyl)isoindolin-2-yl)piperidine-2,6-dione